ClC1=CC=C(C=C1)/C=C(/C(=O)NS(N)(=O)=O)\C1=C(C=C(C=C1)F)F (E)-3-(4-Chlorophenyl)-2-(2,4-difluorophenyl)-N-sulfamoylacrylamide